6-[(tert-butyloxy)carbonyl]-5-oxo-6-azaspiro[2.5]Octane-1-carboxylic acid C(C)(C)(C)OC(=O)N1C(CC2(CC2C(=O)O)CC1)=O